COC(CC(=O)C=1OC=C(C1)C1=CNC2=CC=CC(=C12)F)=O 3-(4-(4-fluoro-1H-indol-3-yl)furan-2-yl)-3-oxopropanoic acid methyl ester